7-(2-((4-isopropylphenyl)carbamoyl)phenyl)-5,7-dihydro-4H-[1,2,3]triazolo[4',5':3,4]benzo[1,2-c][1,2,5]oxadiazole 3,6-dioxide C(C)(C)C1=CC=C(C=C1)NC(=O)C1=C(C=CC=C1)N1[N+](=C2C(C=3C(=[N+](ON3)[O-])CC2)=N1)[O-]